NC1=NC(=NC=C1)C=1C(N(N(C1)COCC[Si](C)(C)C)C)=O 4-(4-Aminopyrimidin-2-yl)-2-methyl-1-(2-trimethylsilylethoxymethyl)pyrazol-3-one